1H-benzo[d][1,2,3]triazol-1-yl 5-carbamoyl-4-(5-((3,4-difluorobenzyl)carbamoyl)thiophen-2-yl)-2-(4-fluorophenethyl)-6-isobutylnicotinate C(N)(=O)C=1C(=NC(=C(C(=O)ON2N=NC3=C2C=CC=C3)C1C=1SC(=CC1)C(NCC1=CC(=C(C=C1)F)F)=O)CCC1=CC=C(C=C1)F)CC(C)C